1-hydroxypropyl-3-vinyl-imidazole bromine salt [Br].OC(CC)C1=NC=CN1C=C